FC1=C(C(=CC(=C1)CNC1=NC(=CC(=C1)C)OC)OCC1=CC=C(C=C1)OC)N1CC(NS1(=O)=O)=O 5-[2-fluoro-4-[[(6-methoxy-4-methyl-2-pyridinyl)amino]methyl]-6-[(4-methoxyphenyl)methoxy]phenyl]-1,1-dioxo-1,2,5-thiadiazolidin-3-one